((perfluoropropan-2-yl)sulfonyl)pentanamide FC(C(C(F)(F)F)(S(=O)(=O)C(C(=O)N)CCC)F)(F)F